N-[8-azabicyclo[3.2.1]octan-2-yl]-1-[2-methoxy-4-(trifluoromethyl)phenyl]cyclopropane-1-carboxamide C12C(CCC(CC1)N2)NC(=O)C2(CC2)C2=C(C=C(C=C2)C(F)(F)F)OC